1,1-diethoxy-2-isothiocyanatoethane C(C)OC(CN=C=S)OCC